(2,5-dioxopyrrolidin-1-yl) 2-diazoacetate [N+](=[N-])=CC(=O)ON1C(CCC1=O)=O